3-((2-bromopyridin-3-yl)oxy)-1-methyl-1H-pyrazole-5-carboxylic acid BrC1=NC=CC=C1OC1=NN(C(=C1)C(=O)O)C